N1(C=NC=C1)CCCN1C=NC=C1 1,3-bis(1H-imidazol-1-yl)propane